ClC1=CC(=C(C=C1)C1=NOC(=C1)[C@@H]([C@@](CN1N=NN=C1)(O)C1=C(C=C(C=C1)F)F)C)F (2R,3R)-3-(3-(4-chloro-2-fluorophenyl)isoxazol-5-yl)-2-(2,4-difluorophenyl)-1-(1H-tetrazol-1-yl)butan-2-ol